C(C)C(CS)CC 2-Ethylbutanthiol